N-((1S,9S)-9-ethyl-5-fluoro-9-hydroxy-1,4-dimethyl-10,13-dioxo-1,2,3,9,10,12,13,15-octahydro-benzo[de]pyrano[3',4':6,7]indolizino[1,2-b]quinolin-1-yl)-2-hydroxyacetamide C(C)[C@]1(C(OCC=2C(N3CC=4C(=NC=5C=C(C(=C6C5C4[C@@](CC6)(C)NC(CO)=O)C)F)C3=CC21)=O)=O)O